4-((1s,3s)-3-(3-methyl-2-oxo-2,3-dihydro-1H-benzo[d]imidazole-4-yl)cyclobutane-1-carbonyl)piperazine-1-carboxylic acid tert-butyl ester C(C)(C)(C)OC(=O)N1CCN(CC1)C(=O)C1CC(C1)C1=CC=CC=2NC(N(C21)C)=O